IMIDAZOOXAZOLE O1CN=C2C1=NC=N2